4-amino-2-tertiary butylphenol NC1=CC(=C(C=C1)O)C(C)(C)C